4-((5-(1-cyclopropyl-3-methoxy-2-methyl-3-oxopropyl)-2,3-dihydrobenzofuran-7-yloxy)methyl)piperidine-1-carboxylic acid tert-butyl ester C(C)(C)(C)OC(=O)N1CCC(CC1)COC1=CC(=CC=2CCOC21)C(C(C(=O)OC)C)C2CC2